1-(5-Acryloyl-2,5-Diazabicyclo[4.1.0]Heptan-2-yl)-11-Chloro-10-Fluoro-4-(2-Isopropyl-4-Methylpyridin-3-yl)-4H-Isochromeno[4,3-h]Quinazolin-3(6H)-One C(C=C)(=O)N1CCN(C2CC12)C1=NC(N(C=2C3=C(C(=CC12)Cl)C=1C(=CC=CC1CO3)F)C=3C(=NC=CC3C)C(C)C)=O